(S)-N-(4-ethynylbenzo[d]thiazol-2-yl)-2,6-difluoro-4-(2-methylpiperazin-1-yl)benzamide C(#C)C1=CC=CC2=C1N=C(S2)NC(C2=C(C=C(C=C2F)N2[C@H](CNCC2)C)F)=O